N,N'-bis(4-isopropylphenyl)-N,N'-di(p-tolyl)anthracene-9,10-diamine C(C)(C)C1=CC=C(C=C1)N(C=1C2=CC=CC=C2C(=C2C=CC=CC12)N(C1=CC=C(C=C1)C)C1=CC=C(C=C1)C(C)C)C1=CC=C(C=C1)C